Cl.CC1=NC(=NO1)CN (5-methyl-1,2,4-oxadiazol-3-yl)methylamine hydrochloride